N-(5-((3-amino-3-iminopropyl)carbamoyl)-1H-pyrrol-3-yl)-1-methyl-4-nitro-1H-pyrrole-2-carboxamide NC(CCNC(=O)C1=CC(=CN1)NC(=O)C=1N(C=C(C1)[N+](=O)[O-])C)=N